C(C)(=O)C1=NN(C2=CC=C(C=C12)C=1C=NC(=NC1)C)CC(=O)N1[C@@H](C[C@H](C1)F)CC(=O)NC1=NC(=CC=C1)Br 2-((2R,4R)-1-(2-(3-acetyl-5-(2-methylpyrimidin-5-yl)-1H-indazol-1-yl)acetyl)-4-fluoropyrrolidin-2-yl)-N-(6-bromopyridin-2-yl)acetamide